4-(2-(trimethylstannyl)pyrido[3,2-d]pyrimidin-4-yl)morpholine C[Sn](C=1N=C(C2=C(N1)C=CC=N2)N2CCOCC2)(C)C